3-(5-cyanoisoindolin-2-yl)-3-(5-methoxy-7-methyl-1H-indol-4-yl)propanoic acid C(#N)C=1C=C2CN(CC2=CC1)C(CC(=O)O)C1=C2C=CNC2=C(C=C1OC)C